2-bromo-9,10-bis(2-naphthyl)anthracene Phenyl-(3-(tert-butyl)-1-(p-tolyl)-1H-pyrazol-5-yl)carbamate C1(=CC=CC=C1)N(C(O)=O)C1=CC(=NN1C1=CC=C(C=C1)C)C(C)(C)C.BrC1=CC2=C(C3=CC=CC=C3C(=C2C=C1)C1=CC2=CC=CC=C2C=C1)C1=CC2=CC=CC=C2C=C1